C1NCCC2=C(C=CC=C12)CC1CCN(CC1)C1=CC=C(NC2C(NC(CC2)=O)=O)C=C1 3-[4-[4-(1,2,3,4-tetrahydroisoquinolin-5-ylmethyl)-1-piperidyl]anilino]piperidine-2,6-dione